N-allyl-7-(methoxymethoxy)-N-methylnaphthalen-2-amine C(C=C)N(C1=CC2=CC(=CC=C2C=C1)OCOC)C